C(C)(C)(C)OC(=O)N1[C@@H](CN([C@H](C1)C)C=1C2=C(N=CN1)N(C=C2C(F)(F)F)C2CCCCC2)C (2R,5S)-4-(7-cyclohexyl-5-(trifluoromethyl)-7H-pyrrolo[2,3-d]pyrimidin-4-yl)-2,5-dimethylpiperazine-1-carboxylic acid tert-butyl ester